C1(=CC=CC=C1)C1=C(OCCOC(C=C)=O)C=CC=C1 acrylic acid o-phenylphenoxyethyl ester